Z-pyrazino[1,2-a]pyrimidine-1(6H)-carboxylate N1(C=2N(C=CC1)CC=NC2)C(=O)[O-]